[P](Cl)Cl phosphorus dichloride